trans-4-[(2,8-dimethylimidazo[1,2-b]pyridazin-6-yl)methyl]cyclohexanecarboxylic acid CC=1N=C2N(N=C(C=C2C)C[C@@H]2CC[C@H](CC2)C(=O)O)C1